O.C(=O)(O)CN([C@@H](CCCCN)C(=O)O)CC(=O)O Nα,N-bis(carboxymethyl)-L-lysine hydrate